C1=CC=C(C=2C3=CC=CC=C3C3(C12)C1=CC=CC=C1C=1C=CC=CC13)B(O)O 9,9'-spirobi[fluorene]-4-Ylboronic acid